OC=1C=C2C=CC(=CC2=CC1)C1(C2=CC=CC(=C2C=2C(=CC=CC12)C=1C2=CC=CC=C2C=2C=CC=CC2C1)C=1C2=CC=CC=C2C=2C=CC=CC2C1)C1=CC2=CC=C(C=C2C=C1)O 9,9-bis(6-hydroxy-2-naphthyl)-4,5-di(9-phenanthryl)fluorene